1-(3'-(2-(2-azabicyclo[2.2.1]heptan-2-yl)-2-oxoethyl)-2',4'-dioxo-2,3-dihydrospiro[indene-1,5'-oxazolidine]-5-yl)-3-methylurea C12N(CC(CC1)C2)C(CN2C(OC1(C2=O)CCC2=CC(=CC=C21)NC(=O)NC)=O)=O